FC=1C=C(CC2=CC(=NC=C2)N2N=C(C(=N2)C(=O)N)C)C=C(C1)C(F)(F)F 2-(4-(3-Fluoro-5-(trifluoromethyl)benzyl)pyridin-2-yl)-5-methyl-2H-1,2,3-triazol-4-carboxamid